NC1=C(C=C(C(=C1)O)OC)C(=O)C1[C@@H](CCC1)CO[Si](C)(C)C(C)(C)C (2-amino-4-hydroxy-5-methoxyphenyl)((2R)-2-(((tert-butyldimethylsilyl)oxy)methyl)cyclopentyl)methanone